NC=1N=NN(C1)CCCCCCCCCCCC[Si](OCC)(OCC)OCC 4-amino-1-[12-(triethoxysilyl)dodecyl]-1,2,3-triazole